FC1(CC12C[C@H](N(CC2)C(=O)OCC2=CC=CC=C2)C2=CC=C(C=C2)C(=O)OC)F benzyl (5S)-1,1-difluoro-5-(4-(methoxycarbonyl) phenyl)-6-azaspiro[2.5]octane-6-carboxylate